NC1=CC(=NN1C)C(=O)[O-] 5-amino-1-methyl-1H-pyrazole-3-carboxylate